9-((5-(3-amino-3-(6-methylpyridin-2-yl)piperidin-1-yl)-2-(3,4-difluorophenyl)pyridin-4-yl)methyl)-9H-purin-6-amine NC1(CN(CCC1)C=1C(=CC(=NC1)C1=CC(=C(C=C1)F)F)CN1C2=NC=NC(=C2N=C1)N)C1=NC(=CC=C1)C